FC([C@H](C(C)(C)C)NC(OCC1C2=CC=CC=C2C=2C=CC=CC12)=O)=O 9H-Fluoren-9-ylmethyl [(2S)-1-fluoro-3,3-dimethyl-1-oxobutan-2-yl]carbamate